ClC=1N=C2C(=NC1)NC=C2C2=NC(=CC(=N2)N[C@@H]2[C@H](C1CCC2CC1)C(=O)OCC)C#CC1=CC=CC=C1 (2S,3S)-ethyl 3-((2-(2-chloro-5H-pyrrolo[2,3-b]pyrazin-7-yl)-6-(phenylethynyl) pyrimidin-4-yl)amino)bicyclo[2.2.2]octane-2-carboxylate